ClC=1C=C(C(=O)N2CC=3C(=NN4C3C(N(C[C@H]4CO)C(C)C4=CC=C(C=C4)N4N=C(N=N4)C)=O)C[C@H]2C)C=CC1Cl (3R,7S)-2-(3,4-dichlorobenzoyl)-7-(hydroxymethyl)-3-methyl-9-(1-(4-(5-methyl-2H-tetrazol-2-yl)phenyl)ethyl)-1,2,3,4,8,9-hexahydropyrido[4',3':3,4]pyrazolo[1,5-a]pyrazin-10(7H)-one